8-chloro-1-[trans-4-(trifluoromethyl)cyclohexyl]-5,6-dihydro-4H-[1,2,4]triazolo[4,3-a][1]benzazepine-5-amine ClC=1C=CC2=C(CC(CC=3N2C(=NN3)[C@@H]3CC[C@H](CC3)C(F)(F)F)N)C1